water chromium (VI) [Cr+6].O